CN(C)[Si](C)(C)N(C)C bis(N,N-dimethylamino)dimethylsilane